4,5-Difluoro-12-azatricyclo[6.3.1.02,7]dodeca-2,4,6-triene hydrochloride Cl.FC=1C=C2C3CCCC(C2=CC1F)N3